N-(3-((2-(cyclobutylamino)-5-(4-(trifluoromethyl)phenyl)pyrimidin-4-yl)amino)-4-fluorophenyl)acrylamide C1(CCC1)NC1=NC=C(C(=N1)NC=1C=C(C=CC1F)NC(C=C)=O)C1=CC=C(C=C1)C(F)(F)F